4-((2-((6,6-difluoro-2-methyl-4,5,6,7-tetrahydrobenzofuran-7-yl)amino)-3,4-dioxocyclobut-1-en-1-yl)amino)-3-hydroxy-N,N-dimethylpicolinamide FC1(C(C2=C(C=C(O2)C)CC1)NC1=C(C(C1=O)=O)NC1=C(C(=NC=C1)C(=O)N(C)C)O)F